OC1=C(C(=O)OC=CC=C)C=CC=C1 but-1,3-dien-1-yl 2-hydroxybenzoate